NC1=CC=2C(=NC(=CC2)C)S1 amino-6-methylthieno[2,3-b]pyridine